CN1C=C(C=2C1=CN=C(C2)NC(C)=O)C=2C=CC=1N(C(OC3(C1N2)COCC3)(C)C)C N-(1-Methyl-3-(1',2',2'-Trimethyl-1',2',4,5-Tetrahydro-2H-Spiro[Furan-3,4'-Pyrido[3,2-d][1,3]Oxazin]-6'-yl)-1H-Pyrrolo[2,3-c]Pyridin-5-yl)Acetamide